ClC=1C=C2C=C(C=NC2=CC1)NC1=NC(=NC=C1F)Cl 6-chloro-N-(2-chloro-5-fluoropyrimidin-4-yl)quinolin-3-amine